C(CC=C)OC1=CC(=CC=C1)OC 1-(but-3-en-1-yloxy)-3-methoxybenzene